N1(C=NC=C1)C1=CC=C(C=C1)NC=1SC=C(N1)C=1SC=C(N1)C1=CC=NC=C1 N-(4-(1H-imidazol-1-yl)phenyl)-4-(pyridin-4-yl)-[2,4'-bithiazole]-2'-amine